3,5-ditertiary butyl-4-hydroxyphenyl-propionic acid stearyl ester C(CCCCCCCCCCCCCCCCC)OC(C(C)C1=CC(=C(C(=C1)C(C)(C)C)O)C(C)(C)C)=O